CC1(CC(=C(S1)C(=O)OCC)OS(=O)(=O)C(F)(F)F)C ethyl 5,5-dimethyl-3-(((trifluoromethyl)sulfonyl)oxy)-4,5-dihydrothiophene-2-carboxylate